BrC=1C=C(C(=O)N(C)C2=C(C=CC=C2C)O)C=CC1Cl 3-bromo-4-chloro-N-(2-hydroxy-6-methylphenyl)-N-methylbenzamide